methyl 3-[6-[(Z)-2-[(t-butoxycarbonylamino)methyl]-3-fluoro-allyloxy]-1-oxo-3,4-dihydroisoquinolin-2-yl]propionate C(C)(C)(C)OC(=O)NC/C(/COC=1C=C2CCN(C(C2=CC1)=O)CCC(=O)OC)=C/F